5-{2-amino-[1,2,4]triazolo[1,5-a]pyridin-7-yl}-2-methoxy-6-methyl-N-{[2-(Oxetan-3-yloxy)phenyl]methyl}pyridine-3-carboxamide NC1=NN2C(C=C(C=C2)C=2C=C(C(=NC2C)OC)C(=O)NCC2=C(C=CC=C2)OC2COC2)=N1